C(#N)C=C1CN(C1)S(=O)(=O)NC(OC(C)(C)C)=O tert-butyl ((3-(cyanomethylene)azetidin-1-yl)sulfonyl)carbamate